(4R)-4-[(1R)-1-(6-bromo-2-methyl-indazol-4-yl)oxyethyl]pyrrolidin-2-one BrC=1C=C(C2=CN(N=C2C1)C)O[C@H](C)[C@@H]1CC(NC1)=O